FC=1C=CC=C2CC[C@@H]([C@@H](C12)O)NC([O-])=O (1R,2S)-8-Fluoro-1-hydroxy-1,2,3,4-tetrahydronaphthalin-2-yl-carbamat